C(C)(C)(C)OC(C(CCN1C(CC2N(CC(C21)(F)F)C(=O)OC(C)(C)C)C)(C)C)=O (cis)-tert-butyl 4-(4-(tert-butoxy)-3,3-dimethyl-4-oxobutyl)-3,3-difluoro-5-methylhexahydropyrrolo[3,2-b]pyrrole-1(2H)-carboxylate